Cl.N1(CCNCC1)C=1C=C2C(NC(=NC2=CC1)C1=NC=CC(=C1)C(F)(F)F)=O 6-piperazin-1-yl-2-(4-trifluoromethyl-pyridin-2-yl)-3H-quinazolin-4-one hydrochloride